O-benzyl-N-methylhydroxylamine C(C1=CC=CC=C1)ONC